C1(CCCCC1)NC(=O)C=1C=CC(=C(C1)NC(=O)C1=CN=CN1C)C N-[5-(cyclohexylcarbamoyl)-2-methylphenyl]-1-methyl-1H-imidazole-5-carboxamide